CN(C1CC2CCC(C1)N2C(=O)[O-])C=2N=NC(=CC2)C=2C=CC(=C1C=NNC21)N2N=CC=C2 3-[methyl([6-[4-(pyrazol-1-yl)-1H-indazol-7-yl]pyridazin-3-yl])amino]-8-azabicyclo[3.2.1]octane-8-carboxylate